tert-butyl (2S,4R)-2-methyl-4-[5-(2-triethylsilylethynyl)pyrazin-2-yl]oxy-pyrrolidine-1-carboxylate C[C@@H]1N(C[C@@H](C1)OC1=NC=C(N=C1)C#C[Si](CC)(CC)CC)C(=O)OC(C)(C)C